[C@@H]1([C@@H](CCCC1)C(=O)OCC)C(=O)OCC diethyl trans-cyclohexane-1,2-dicarboxylate